CN(C)CC1(C(C1C)C)COC=1N=C(C2=C(N1)C(=C(N=C2)C2=CC(=CC1=CC=C(C(=C21)CC)F)O)F)N2C[C@@](CCC2)(O)C (3R)-1-(2-((1-((dimethylamino)methyl)-2,3-dimethylcyclopropyl)methoxy)-7-(8-ethyl-7-fluoro-3-hydroxynaphthalen-1-yl)-8-fluoropyrido[4,3-d]pyrimidin-4-yl)-3-methylpiperidin-3-ol